COC(=O)C=1C=C(C2=C(OCCN2)C1)/N=C/C=1N(C2=CC=C(C=C2C1)F)CC1CC1 (E)-5-(((1-(cyclopropylmethyl)-5-fluoro-1H-indol-2-yl)methylene)amino)-3,4-dihydro-2H-benzo[b][1,4]Oxazine-7-carboxylic acid methyl ester